C(C)(=O)C1=C(C(=C(C(=C1)OC)N(CCNC(C=C)=O)C)OC)N N-(2-((4-Acetyl-3-amino-2,6-dimethoxyphenyl)(methyl)amino)ethyl)acrylamid